FC(S(=O)(=O)[O-])(F)F.BrC1=CC=C(C=C1)[I+]C1=CC=C(C=C1)Br Bis(4-bromophenyl)iodonium trifluoromethanesulfonate